C(C)(C)(C)OC(NC12CCC(CC1)(CC2)C#C)=O N-{4-ethynylbicyclo[2.2.2]octane-1-yl}carbamic acid tert-butyl ester